FC1=CC=C(C=C1)NC(=O)C1(CC1)C(=O)NC1=CC=C(C=C1)OC1=CC=NC2=CC(=C(N=C12)C(NC)=O)OC 1-N'-(4-fluorophenyl)-1-N-[4-[[7-methoxy-6-(methyl-carbamoyl)-1,5-naphthyridin-4-yl]oxy]phenyl]cyclopropane-1,1-dicarboxamide